CN1C=C(C=C(C1=O)C)C1=CC2=C(N(C(N2C)=O)CC2=CC(=C(C=C2)C2OC2)F)C=C1 5-(1,5-dimethyl-6-oxo-1,6-dihydropyridin-3-yl)-1-(3-fluoro-4-(oxiran-2-yl)benzyl)-3-methyl-1,3-dihydro-2H-benzo[d]imidazol-2-one